10-(2,4-difluorophenyl)-7-(7-oxo-3,9-diazabicyclo[3.3.1]nonan-3-yl)-9-(trifluoromethyl)-2,3-dihydro-5H-[1,4]thiazino[2,3,4-ij]quinazolin-5-one FC1=C(C=CC(=C1)F)C1=C(C=C2C(=NC(N3C2=C1SCC3)=O)N3CC1CC(CC(C3)N1)=O)C(F)(F)F